C(C1=CC=CC=C1)N1CC(CCC1)NC(CCC1=NN=C2N1N=C(C=C2)N2CCN(CC2)C)=O N-(1-benzylpiperidin-3-yl)-3-(6-(4-methylpiperazin-1-yl)-[1,2,4]triazolo[4,3-b]pyridazin-3-yl)propanamide